C(C)(=O)C1=NN(C=C1C(=O)O)C1=NC=CC=N1 3-acetyl-1-(pyrimidin-2-yl)-1H-pyrazole-4-carboxylic acid